2,6-dimethyl-4-(3-nitrophenyl)-3,5-pyridinedicarboxylic acid-2-methoxyethyl isopropyl ester C(C)(C)OC(=O)C=1C(=C(C(=NC1C)C)C(=O)OCCOC)C1=CC(=CC=C1)[N+](=O)[O-]